O(C)C(C)O methoxyl-ethanol